8-n-butoxycarbonyl-tetracyclo[4.4.0.12,5.17,10]dodec-3-ene C(CCC)OC(=O)C1C2C3C4C=CC(C3C(C1)C2)C4